FC1(CN(CCC1)C[C@@](CC(C)C)(C)NC(=O)C=1C=NC2=C(C=CC=C2C1)F)F N-[(1S)-[(3,3-difluoro-1-piperidyl)methyl]-1,3-dimethyl-butyl]-8-fluoro-quinoline-3-carboxamide